5-(3-chloro-4-hydroxyphenyl)-2-methyl-7H-thiazolo[5,4-d][1,3]oxazin-7-one ClC=1C=C(C=CC1O)C=1OC(C2=C(N1)SC(=N2)C)=O